tert-butyl-(R)-(1-(benzylamino)-1-oxopropan-2-yl)carbamate C(C)(C)(C)OC(N[C@@H](C(=O)NCC1=CC=CC=C1)C)=O